C(C)(=O)N([C@@H](C)C(=O)O)C(C=CC1=CC=CC=C1)=O N-acetylcinnamoyl-L-alanine